5-(5-chlorothiophen-2-yl)-N-(5-(methylthio)-1,3,4-thiadiazol-2-yl)isoxazole-3-carboxamide ClC1=CC=C(S1)C1=CC(=NO1)C(=O)NC=1SC(=NN1)SC